(2-(3-bromo-1-(3-chloropyridin-2-yl)-1H-pyrazole-5-carboxamido)-5-chloro-3-methylbenzoyl)-2-bromophenylalanine BrC1=NN(C(=C1)C(=O)NC1=C(C(=O)N[C@@H](CC2=C(C=CC=C2)Br)C(=O)O)C=C(C=C1C)Cl)C1=NC=CC=C1Cl